tert-butyl 4-(2-chloropyrimidin-4-yl)-2-methylbenzylmethylcarbamate ClC1=NC=CC(=N1)C1=CC(=C(CN(C(OC(C)(C)C)=O)C)C=C1)C